2-chloro-6-[(naphthalen-2-yl)amino]pyrimidine-4-carbonitrile ClC1=NC(=CC(=N1)C#N)NC1=CC2=CC=CC=C2C=C1